O1CCN(CC1)C1=CC2=C(CC3(CCNCC3)O2)C=C1NC(=O)C=1C=NN2C1N=CC=C2 N-(6-morpholinospiro[3H-benzofuran-2,4'-piperidine]-5-yl)pyrazolo[1,5-a]pyrimidine-3-carboxamide